Sodium dodecyl naphthalenedisulfonate C=1(C(=CC=C2C=CC=CC12)S(=O)(=O)[O-])S(=O)(=O)OCCCCCCCCCCCC.[Na+]